N1N=NN=C1C(=O)C=1C(NC2=CC=CC=C2C1)=O (5-tetrazolylcarbonyl)-2-quinolone